1,1-bis(methoxymethyl)-4,5,6,7-tetrafluoroindene COCC1(C=CC2=C(C(=C(C(=C12)F)F)F)F)COC